FC(C=1C=C(OC(C(=O)OCC)C)C=C(C1)C(F)(F)F)(F)F ethyl 2-(3,5-bis(trifluoromethyl)phenoxy)propionate